N-(3-methylbenzyl)-2-bromoacetamide CC=1C=C(CNC(CBr)=O)C=CC1